BrC1=CC=C(C=C1)N1C=2N=C3N(C(C2N=C1)=O)CCCC3 3-(4-bromophenyl)-5,6,7,8-tetrahydropyrido[1,2-a]purin-10(3H)-one